ClC1=C(C=C(C=C1)[N+]#[C-])CCC(C(=O)O)C 4-(2-chloro-5-isocyanophenyl)-2-methylbutyric acid